C(#N)C[C@@H]1N(CCN(C1)C=1C2=C(N=C(N1)OC[C@H]1N(CCC1)C)OC(C(C2)C)C2=CC=CC1=CC=CC=C21)C(=O)OC(C)(C)C tert-butyl (2S)-2-(cyanomethyl)-4-(6-methyl-2-(((S)-1-methylpyrrolidin-2-yl)methoxy)-7-(naphthalen-1-yl)-6,7-dihydro-5H-pyrano[2,3-d]pyrimidin-4-yl)piperazine-1-carboxylate